ClC1=CC2=C(N=CN=C2NCC(C)(C)C)C(=N1)Cl 6,8-Dichloro-N-neopentylpyrido[3,4-d]pyrimidin-4-amine